O=C1NC(=CC=C1[C@@H]1CN2[C@H](CO1)CN(CC2)C(=O)C=2C(=C(C=C(C2)F)C=2C=C(NC2)C#N)Cl)C(F)(F)F 4-[3-[(3R,9aS)-3-[2-Oxo-6-(trifluoromethyl)-1H-pyridin-3-yl]-3,4,6,7,9,9a-hexahydro-1H-pyrazino[2,1-c][1,4]oxazin-8-carbonyl]-2-chloro-5-fluorophenyl]-1H-pyrrol-2-carbonitril